trans-4-[(6-cyano-4-fluoro-indol-1-yl)methyl]cyclohexanecarboxylic acid C(#N)C1=CC(=C2C=CN(C2=C1)C[C@@H]1CC[C@H](CC1)C(=O)O)F